2-chloro-4-((2-chloro-6-fluorobenzyl)amino)pyrimidin-5-carboxamide tert-butyl-2-(2-cyano-3-(3-(4-methylbenzamido)phenyl-13C6)acrylamido)benzoate C(C)(C)(C)OC(C1=C(C=CC=C1)NC(C(=C[13C]1=[13CH][13C](=[13CH][13CH]=[13CH]1)NC(C1=CC=C(C=C1)C)=O)C#N)=O)=O.ClC1=NC=C(C(=N1)NCC1=C(C=CC=C1F)Cl)C(=O)N